NC1=CC(=C2C(CCO2)=C1C#N)C1=CC=C(C=C1)C(C)C 5-amino-7-(4-isopropylphenyl)-2,3-dihydrobenzofuran-4-carbonitrile